C(CCC)[C@@H]1N([C@H](C2=CC=C(C=C2C1)OC)C1=CC=C(C(=O)NC2CC2)C=C1)C(CCl)=O 4-((1S,3S)-3-butyl-2-(2-chloroacetyl)-6-methoxy-1,2,3,4-tetrahydroisoquinolin-1-yl)-N-cyclopropylbenzamide